O[C@H]1[C@@H](C2(CN(C2)C(=O)OC(C)(C)C)C1)C |r| rac-tert-butyl (5R,6R)-6-hydroxy-5-methyl-2-azaspiro[3.3]heptane-2-carboxylate